O=C1NC(CCC1C=1C(=NC=C(C1)N1CCC(CC1)C=O)C(=O)N)=O (2,6-dioxopiperidin-3-yl)-5-(4-formylpiperidin-1-yl)pyridinecarboxamide